9-(((1R,4R)-5-(4-nitrophenyl)-2,5-diazabicyclo[2.2.1]heptan-2-yl)methyl)-3-azaspiro[5.5]undecane [N+](=O)([O-])C1=CC=C(C=C1)N1[C@H]2CN([C@@H](C1)C2)CC2CCC1(CCNCC1)CC2